CNC=1N=CC(=C2C=C(N=CC12)C1(CC1)C(=O)N)C1=CC=C(C=C1)COC1=CC=NC=C1 (8-(methylamino)-5-(4-((pyridin-4-yloxy)methyl)phenyl)-2,7-naphthyridin-3-yl)cyclopropanecarboxamide